C1(CCCC1)OCC1=C(C=CC(=C1)NC(=O)[C@@H]1[C@@H](CCCC1)C(=O)O)C1=C(C(=CC=C1)OCC)F (1R,2S)-2-({2-[(cyclopentyloxy)methyl]-3'-ethoxy-2'-fluoro-[1,1'-biphenyl]-4-yl}carbamoyl)cyclohexane-1-carboxylic acid